ClCC1=NC=NC=C1 4-(chloromethyl)-pyrimidine